(R)-N-(2-(4-(6,7-dimethoxyquinolin-4-yl)-2-methylpiperazin-1-yl)ethyl)sulfamoyl-carbamic acid tert-butyl ester C(C)(C)(C)OC(NS(NCCN1[C@@H](CN(CC1)C1=CC=NC2=CC(=C(C=C12)OC)OC)C)(=O)=O)=O